C1(=CC=C(C=C1)C(=O)C(C(C(=O)O)(O)C(=O)C1=CC=C(C=C1)C)(O)C(=O)O)C di-p-toluoyltartaric acid